C(C)(=O)C=1C(=CC2=C(OCO2)C1)NC(C1=CC(=CC=C1)S(=O)(=O)N1CCC2=CC=CC=C12)=O N-(6-acetylbenzo[d][1,3]dioxol-5-yl)-3-(indolin-1-ylsulfonyl)benzamide